N-((S)-1-(6-(diethylamino)pyridin-3-yl)ethyl)-2-methylpropane-2-sulfinylamine C(C)N(C1=CC=C(C=N1)[C@H](C)NS(=O)C(C)(C)C)CC